C(#N)C1=C(C=C(C=C1)C1=CN=C(S1)NC(=O)C1(COCCC1)C)OC(C)C N-(5-(4-cyano-3-isopropoxyphenyl)thiazol-2-yl)-3-methyltetrahydro-2H-pyran-3-carboxamide